C1NC[C@H]2[C@@H]1CC(C2)N(C(=O)C=2N=C(SC2)C=2C=NN(C2)C2=CC=CC=C2)C(C)C N-[(3aR,6aS)-octahydrocyclopenta[c]pyrrol-5-yl]-2-(1-phenyl-1H-pyrazol-4-yl)-N-(propan-2-yl)-1,3-thiazole-4-carboxamide